BrC(C)C=1N=C(C=C2C1NN=C2C2=CC(=CC=C2)C2(COC2)CC2=NN=CN2C)C(F)(F)F 7-(1-bromoethyl)-3-(3-{3-[(4-methyl-4H-1,2,4-triazol-3-yl)methyl]oxetan-3-yl}phenyl)-5-(trifluoromethyl)-1H-pyrazolo[3,4-c]pyridine